1,1,1,2,2,3,3,4,4,5,5,6,6,7,7,8,8,9,9,10,10,11,11,12,12-pentacosafluorotetracosane FC(C(C(C(C(C(C(C(C(C(C(C(CCCCCCCCCCCC)(F)F)(F)F)(F)F)(F)F)(F)F)(F)F)(F)F)(F)F)(F)F)(F)F)(F)F)(F)F